1,9-dioxa-4-azaspiro[5.5]undecane hydrochloride Cl.O1CCNCC12CCOCC2